C(C1=CC=CC=C1)OC(CC1=C2C=CN(C2=CC(=C1OC=1C=CC(=C(C1)C1=NN(C=C1)C(CCCCC(C(C[N+](=O)[O-])O)(C)C)C=1C=C(C=CC1)CCC(=O)OCC)F)F)S(=O)(=O)C1=CC=C(C)C=C1)=O Ethyl 3-(3-(1-(3-(5-((4-(2-(benzyloxy)-2-oxoethyl)-6-fluoro-1-tosyl-1H-indol-5-yl)oxy)-2-fluorophenyl)-1H-pyrazol-1-yl)-7-hydroxy-6,6-dimethyl-8-nitrooctyl)phenyl)propanoate